O[C@@H](C(=O)O)CC(=O)O.FC1=C(C=C(C=C1)F)[C@@H]1NCCC1 (R)-2-(2,5-difluorophenyl)-pyrrolidine (R)-2-hydroxysuccinate